(S)-benzyl (4-(3-aminopyrrolidin-1-yl)cyclohexyl)carbamate hydrogen chloride salt Cl.N[C@@H]1CN(CC1)C1CCC(CC1)NC(OCC1=CC=CC=C1)=O